3-(4-bromophenyl)-6-(dibenzo[b,d]furan-2-yl)-9-phenyl-9H-carbazole BrC1=CC=C(C=C1)C=1C=CC=2N(C3=CC=C(C=C3C2C1)C1=CC2=C(OC3=C2C=CC=C3)C=C1)C1=CC=CC=C1